(2R,3S,3aS,6aR)-3-(1,3-dioxoisoindolin-2-yl)-2-(hydroxymethyl)hexahydrocyclopenta[b]pyrrole-1(2H)-carboxylic acid methyl ester COC(=O)N1[C@H]2[C@@H]([C@@H]([C@@H]1CO)N1C(C3=CC=CC=C3C1=O)=O)CCC2